NC=1N=NC(=CC1N1CC2CCC(C1)N2C2=CC(=NC=C2)C#CCN2CCC(C(CC2)(F)F)CC#N)C2=C(C=CC=C2)O 2-[1-[3-[4-[3-[3-amino-6-(2-hydroxyphenyl)pyridazin-4-yl]-3,8-diazabicyclo[3.2.1]oct-8-yl]-2-pyridinyl]prop-2-ynyl]-5,5-difluoro-azepan-4-yl]acetonitrile